ClC1=C(O[C@@H](C(=O)OC)C)C=CC(=C1)C=O methyl (R)-2-(2-chloro-4-formylphenoxy)propanoate